N-ethyl-5-fluoro-2-[7-(1-{6-[4-(2-hydroxyethyl)piperazin-1-yl]-2-methylhexane-3-yl}azetidin-3-yl)-1-methylimidazo[1,5-a]pyridin-5-yl]-N-(isopropyl)benzamide C(C)N(C(C1=C(C=CC(=C1)F)C1=CC(=CC=2N1C=NC2C)C2CN(C2)C(C(C)C)CCCN2CCN(CC2)CCO)=O)C(C)C